ClCC(=O)NC1=C(C=C(C=C1)C(F)(F)F)C 2-Chloro-N-(2-methyl-4-(trifluoromethyl)phenyl)acetamide